COC1=CC(=CC2=C1N(C(=N2)C=2N(C1=CC=CC=C1C2)CC(F)(F)F)C)C(=O)N2C[C@@H](CCC2)NC(OC(C)(C)C)=O (R)-tert-butyl (1-(7-methoxy-1-methyl-2-(1-(2,2,2-trifluoroethyl)-1H-indol-2-yl)-1H-benzo[d]imidazole-5-carbonyl)piperidin-3-yl)carbamate